1-((8-((4-(Difluoromethoxy)phenyl)sulfonyl)-8-azabicyclo[3.2.1]octan-3-yl)amino)propan-2-ol FC(OC1=CC=C(C=C1)S(=O)(=O)N1C2CC(CC1CC2)NCC(C)O)F